FC1=C(C=CC=C1)C1=NC(=NC=2[C@]3([C@H](CCC12)[C@H](C(C(=C3)C#N)=O)C)C)C3=CC(=NC=C3)C(F)(F)F (6aR,7R,10aS)-4-(2-fluorophenyl)-7,10a-dimethyl-8-oxo-2-(2-(trifluoromethyl)pyridin-4-yl)-5,6,6a,7,8,10a-hexahydrobenzo[h]quinazoline-9-carbonitrile